N1N=CC=C1N 5-pyrazolylamine